N-(1-(2-(1H-pyrazol-4-yl)-6-(thiophen-2-yl)pyridin-4-yl)ethyl)-5-(aminomethyl)-2-methylbenzamid N1N=CC(=C1)C1=NC(=CC(=C1)C(C)NC(C1=C(C=CC(=C1)CN)C)=O)C=1SC=CC1